C(#N)C1=CC(=C(COC2=C(C(=CC=C2)F)C2CCN(CC2)CC2=NC3=C(N2C)C=C(C=C3OC(F)F)C(=O)O)C=C1)F 2-((4-(2-((4-Cyano-2-fluorobenzyl)oxy)-6-fluorophenyl)piperidin-1-yl)methyl)-4-(difluoromethoxy)-1-methyl-1H-benzo[d]imidazole-6-carboxylic acid